4-(chloromethyl)benzonitrile ClCC1=CC=C(C#N)C=C1